2,4,6-triisopropylphenyl-1,10-phenanthroline C(C)(C)C1=C(C(=CC(=C1)C(C)C)C(C)C)C1=NC2=C3N=CC=CC3=CC=C2C=C1